COC1=CC=C(CN2C(C3=C4C(C(=CC=C24)N2N=CC(=C2C(F)(F)F)C(=O)OCC)=CC=C3)=O)C=C1 ethyl 1-(1-(4-methoxybenzyl)-2-oxo-1,2-dihydrobenzo[cd]indol-6-yl)-5-(trifluoromethyl)-1H-pyrazole-4-carboxylate